2-chloro-N-[3-(methylsulfonimidoyl)phenyl]-6-(trifluoromethyl)pyridine-3-carboxamide ClC1=NC(=CC=C1C(=O)NC1=CC(=CC=C1)S(=O)(=N)C)C(F)(F)F